2-((5-chloro-2-((2-(2-(methylamino)ethyl)-1,2,3,4-tetrahydroisoquinolin-6-yl)amino)pyrimidin-4-yl)amino)-N,N-dimethylbenzenesulfonamide ClC=1C(=NC(=NC1)NC=1C=C2CCN(CC2=CC1)CCNC)NC1=C(C=CC=C1)S(=O)(=O)N(C)C